O=C1OCC(O1)C(=O)OCC1=CC=CC=C1 benzyl 2-oxo-1,3-dioxolane-4-carboxylate